FC=1C=C(N)C=CC1OCC1=CC=C(C=C1)SC(F)(F)F 3-fluoro-4-((4-((trifluoromethyl)thio)benzyl)oxy)aniline